ClC1=C(C=C(C=C1)NC(=O)C=1C=CC(=NC1)C(=O)NC(C)C)C1=NC=CC=C1 N5-(4-Chloro-3-(Pyridin-2-Yl)Phenyl)-N2-Isopropylpyridine-2,5-Dicarboxamide